N-(3-Fluoro-4-methyl-1H-indol-7-yl)-1-methyl-pyrazol-4-sulfonamid FC1=CNC2=C(C=CC(=C12)C)NS(=O)(=O)C=1C=NN(C1)C